4-Bromo-3-(2-(dimethylamino)ethoxy)-N-(6-(4-(5-methyl-1,2,4-oxadiazol-3-yl)-2-(trifluoromethyl)phenyl)pyridin-3-yl)benzamid BrC1=C(C=C(C(=O)NC=2C=NC(=CC2)C2=C(C=C(C=C2)C2=NOC(=N2)C)C(F)(F)F)C=C1)OCCN(C)C